3-phenyl-3-p-methylphenyl-propionic acid-13C C1(=CC=CC=C1)C(C[13C](=O)O)C1=CC=C(C=C1)C